5-(5,5-Difluoro-4-hydroxy-3-(1-methyl-1H-pyrazol-5-yl)-5,6-dihydrocyclopenta[b]pyrrole-1(4H)-yl)isophthalonitrile FC1(C(C2=C(N(C=C2C2=CC=NN2C)C=2C=C(C=C(C#N)C2)C#N)C1)O)F